C1(=CCC1)C(=O)N1CC(C1)C1=NN(C2=NC=CC(=C21)[C@@H](CO)O)C2=CC=C(C=C2)OC(F)(F)F (S)-cyclobut-1-en-1-yl-(3-(4-(1,2-dihydroxyethyl)-1-(4-(trifluoromethoxy)phenyl)-1H-pyrazolo[3,4-b]pyridin-3-yl)azetidin-1-yl)methanone